CS(=O)(=O)OC1CCC(CC1)NC(=O)OCC1=CC=CC=C1 (1r,4r)-4-(((benzyloxy)carbonyl)amino)cyclohexyl methanesulfonate